CCC(C)(N)[2H] methylpropan-2-d-2-amine